tertbutyl 3-(3-(3-(1-(o-tolyl)cyclopropyl)-1,2,4-oxadiazol-5-yl)-5-(trifluoromethyl)-1H-pyrazol-1-yl)propanoate C1(=C(C=CC=C1)C1(CC1)C1=NOC(=N1)C1=NN(C(=C1)C(F)(F)F)CCC(=O)OC(C)(C)C)C